((6-fluoro-2-methylpyridin-3-yl)oxy)-4-methyl-N-(2-(methylsulfinyl)pyridin-4-yl)-5-(trifluoromethyl)nicotinamide FC1=CC=C(C(=N1)C)OC1=C(C(=O)NC2=CC(=NC=C2)S(=O)C)C(=C(C=N1)C(F)(F)F)C